2-amino-3-(((tert-butyldimethylsilyl)oxy)methyl)-N-(1-cyclopropylethyl)-7-fluoro-N-(6-(trifluoromethyl)-2,3-dihydrobenzofuran-3-yl)quinoline-6-carboxamide NC1=NC2=CC(=C(C=C2C=C1CO[Si](C)(C)C(C)(C)C)C(=O)N(C1COC2=C1C=CC(=C2)C(F)(F)F)C(C)C2CC2)F